ClC1=CC2=C(C(=N1)C(C)C)N=C(N2C)N2CC1N(CC2)CCC1 6-Chloro-2-(hexahydropyrrolo[1,2-a]pyrazin-2(1H)-yl)-4-isopropyl-1-methyl-1H-imidazo[4,5-c]pyridine